N-[5-bromo-2-[4-(trifluoromethoxy)phenyl]-1,2,4-triazol-3-yl]acetamide BrC=1N=C(N(N1)C1=CC=C(C=C1)OC(F)(F)F)NC(C)=O